C(C)(=O)C1=NN(C2=C(C=C(C=C12)C=1C=NC(=NC1)C)C)CC(=O)N1[C@@H]2C[C@@]2(C[C@H]1C(=O)NCCC1=C(C=CC=C1)F)C (1R,3S,5R)-2-(2-(3-acetyl-7-methyl-5-(2-methylpyrimidin-5-yl)-1H-indazol-1-yl)acetyl)-N-(2-fluorophenethyl)-5-methyl-2-azabicyclo[3.1.0]hexane-3-carboxamide